methyl 2-(3-{[(tert-butyldimethylsilyl) oxy] methyl} phenyl)-2-cyanoacetate [Si](C)(C)(C(C)(C)C)OCC=1C=C(C=CC1)C(C(=O)OC)C#N